4-Methylene-2,6-di-tert-butyl-2,5-cyclohexadien-1-one C=C1C=C(C(C(=C1)C(C)(C)C)=O)C(C)(C)C